C(C)OC=1C(=CC=2C(=NN(N2)C)C1)N=C(C1=CC=CC=C1)C1=CC=CC=C1 N-(6-ethoxy-2-methyl-2H-benzo[d][1,2,3]triazol-5-yl)-1,1-diphenylmethanimine